C(C)[Si](O[Si](CC)(OCCCC)OCCCC)(OCCCC)OCCCC 1,3-diethyltetrabutoxydisiloxane